N-[2-(3,4-difluorophenyl)phenyl]-3-(trifluoromethyl)pyrazine-2-carboxamide FC=1C=C(C=CC1F)C1=C(C=CC=C1)NC(=O)C1=NC=CN=C1C(F)(F)F